C1(=CC=CC=C1)C1=NC(=NC=C1)N1CCCC(=C1)C(F)(F)F 4-Phenyl-2-[5-(trifluoromethyl)-3,4-dihydropyridin-1(2H)-yl]pyrimidine